ClC1=CC(=CC(=N1)N1CCN(CC1)S(=O)(=O)C1=CC=C(C=C1)I)C(C1=CC=CC=C1)(F)F 1-[6-chloro-4-[difluoro(phenyl)methyl]-2-pyridyl]-4-(4-iodophenyl)sulfonyl-piperazine